N1C(=CC=2C=NC=CC21)CNC(CN2C(=NC=C(C2=O)NCCCC2=CC=CC=C2)C2=CC=C(C=C2)S(=O)(=N)C)=O N-((1H-pyrrolo[3,2-c]pyridine-2-yl)methyl)-2-(2-(4-(S-methylsulfonimidoyl)phenyl)-6-oxo-5-((3-phenylpropyl)amino)pyrimidin-1(6H)-yl)acetamide